2-(8-bromo-7-methyl-chroman-6-yl)-N4,6-dimethyl-pyrimidine-2,4-diamine BrC=1C(=C(C=C2CCCOC12)C1(NC(=CC(=N1)NC)C)N)C